FC=1C(=CC=2C3=C(NC(C2C1)=O)COC[C@@H]3N(C(=O)C=3C=C1C=CC=CN1C3)C)F (R)-N-(8,9-difluoro-6-oxo-1,4,5,6-tetrahydro-2H-pyrano[3,4-c]isoquinolin-1-yl)-N-methylindolizine-2-carboxamide